2,6-bis(4-hydroxyphenoxy)benzonitrile OC1=CC=C(OC2=C(C#N)C(=CC=C2)OC2=CC=C(C=C2)O)C=C1